2,2'-(4-((6-carboxypyridin-2-yl)methyl)-10-(pyridin-4-ylmethyl)-1,4,7,10-tetraazacyclododecane-1,7-diyl)diacetic acid C(=O)(O)C1=CC=CC(=N1)CN1CCN(CCN(CCN(CC1)CC(=O)O)CC1=CC=NC=C1)CC(=O)O